CNC(=O)C1=CC(=CC=2[C@H](COC21)C2=CC=CC=C2)C(=O)NCC[C@@H]2CNCCO2 |&1:9| (+/-)-N7-methyl-N5-(2-((R)-morpholin-2-yl)ethyl)-3-phenyl-2,3-dihydrobenzofuran-5,7-dicarboxamide